C[C@H]1N(C[C@H](NC1)C)C(C(C)(C)NC(OC(C)(C)C)=O)=O tert-butyl (1-((2R,5R)-2,5-dimethylpiperazin-1-yl)-2-methyl-1-oxopropan-2-yl)carbamate